1-[4-amino-8-(trans-4-aminocyclohexoxy)-5,5-dimethyl-6H-benzo[h]quinazolin-7-yl]pyrrolidin-3-ol NC1=NC=NC=2C3=C(CC(C12)(C)C)C(=C(C=C3)O[C@@H]3CC[C@H](CC3)N)N3CC(CC3)O